3-(3-(4-chlorophenyl)-5-(4-tolyl)-4,5-dihydro-1H-pyrazole-1-carbonyl)-7-(3-cyanoselenopropoxy)-dihydro-benzopyran-2-one ClC1=CC=C(C=C1)C1=NN(C(C1)C1=CC=C(C=C1)C)C(=O)C1C(OC2=C(C1)C=CC(=C2)OCCC[Se]C#N)=O